ClC=1SC(=CN1)[C@H]1CSC=2N1C(C(=C[N+]2C)C2=CC(=CC(=C2)Cl)Cl)=O (3R)-3-(2-chlorothiazol-5-yl)-6-(3,5-dichlorophenyl)-8-methyl-5-oxo-2,3-dihydrothiazolo[3,2-a]pyrimidin-8-ium